FC1=C2C(COC3(C2=CC(=C1)C(F)(F)F)CC3)O 5'-fluoro-7'-(trifluoromethyl)spiro[cyclopropane-1,1'-isochroman]-4'-ol